1-(((3S)-1-(((6S)-6-hydroxy-2-azaspiro[3.4]oct-2-yl)sulfonyl)-3-piperidinyl)carbonyl)-N-(4-(trifluoromethyl)benzyl)-D-prolinamide O[C@@H]1CC2(CN(C2)S(=O)(=O)N2C[C@H](CCC2)C(=O)N2[C@H](CCC2)C(=O)NCC2=CC=C(C=C2)C(F)(F)F)CC1